N-((2-(6-(4,7-diazaspiro[2.5]octan-7-yl)pyridin-2-yl)-1,6-naphthyridin-7-yl)methyl)-3-((difluoromethyl)sulfonyl)benzamide C1CC12NCCN(C2)C2=CC=CC(=N2)C2=NC1=CC(=NC=C1C=C2)CNC(C2=CC(=CC=C2)S(=O)(=O)C(F)F)=O